C(C)(C)(C)OC(NC1=NC(N(C=C1)C1OC(C(C1(F)F)OC(=O)OC(C)(C)C)CO)=O)=O tert-butyl(1-(4-((tert-butoxycarbonyl)oxy)-3,3-difluoro-5-(hydroxymethyl)tetrahydrofuran-2-yl)-2-oxo-1,2-dihydropyrimidin-4-yl)carbamate